3-chloropropyldimethylmethoxysilane ClCCC[Si](OC)(C)C